CC1=CC=C(C=N1)C1=NN(C=N1)C1=CC=C(C=C1)NC1=NC=CC(=N1)C1=CC(=CC=C1)N1CCOCC1 N-[4-[3-(6-methylpyridin-3-yl)-1,2,4-triazol-1-yl]phenyl]-4-(3-morpholin-4-ylphenyl)pyrimidin-2-amine